ClC1=NC=C(C(=N1)NCCNC(O)=O)F (2-((2-chloro-5-fluoropyrimidin-4-yl)amino)ethyl)carbamic acid